Methyl 3-(5-fluoropyrimidin-2-yl)-4-methoxybenzoate FC=1C=NC(=NC1)C=1C=C(C(=O)OC)C=CC1OC